C(C)(C)(C)OC(=O)N1[C@@H]2CN([C@H](C1)C2)C=2C1=C(N=C(N2)Cl)C(=C(N=C1)Cl)F (1s,4s)-5-(2,7-dichloro-8-fluoropyrido[4,3-d]pyrimidin-4-yl)-2,5-diazabicyclo[2.2.1]heptane-2-carboxylic acid tert-butyl ester